hexoxyethane C(CCCCC)OCC